C(C)(C)(C)OC(=O)N1CCC(CC1)CN1N=CC(=C1)C1=NC2=CC(=C(C=C2N=C1)C)Br 4-((4-(7-bromo-6-methylquinoxalin-2-yl)-1H-pyrazol-1-yl)methyl)piperidine-1-carboxylic acid tert-butyl ester